C(=O)(O)C(CCCC)(O)O carboxypentanediol